(R)-4-(3,4-difluorophenyl)-5-(5-(3,5-dimethylisoxazol-4-yl)-1-((trans)-4-methoxycyclohexyl)-1H-benzo[d]imidazol-2-yl)morpholin-3-one FC=1C=C(C=CC1F)N1C(COC[C@H]1C1=NC2=C(N1[C@@H]1CC[C@H](CC1)OC)C=CC(=C2)C=2C(=NOC2C)C)=O